C1(=C(C=CC=C1)C#CC1=NNC2=CC=CC=C12)C1=CC=CC=C1 3-([1,1'-Biphenyl]-2-ylethynyl)-1H-indazole